C(C1CO1)N(C1=CC(=CC=C1)OCC1CO1)CC1CO1 N,N-diglycidyl-m-glycidyloxyaniline